tert-butyl (1-(4-chloro-2-fluorophenyl)-2-oxopiperidin-3-yl)carbamate ClC1=CC(=C(C=C1)N1C(C(CCC1)NC(OC(C)(C)C)=O)=O)F